C(C)(=O)[C@@H]1C([C@@H](C1)CC(=O)ON=CC1=CC=CC(=C1)C(F)(F)F)(C)C 5-trifluoromethylbenzaldehyde O-(2-((1S,3S)-3-acetyl-2,2-dimethylcyclobutyl)acetyl) oxime